N1=C2C(=CC=N1)N=C1C=CC3=C4C=CC=CC4=NC3=C12 diazaindolocarbazole